NC=1C(=NC=C(C1)C1CN(CCC1)CC)C(=O)N1CCC(CC1)CN1CCN(CC1)CC(=O)N1CCN(CC1)C(=O)C=1C=C(C=CC1F)CC1=NNC(C2=CC=CC=C12)=O 4-[[3-[4-[2-[4-[[1-[3-amino-5-(1-ethyl-3-piperidyl)pyridine-2-carbonyl]-4-piperidyl]methyl]piperazin-1-yl]acetyl]piperazine-1-carbonyl]-4-fluoro-phenyl]methyl]-2H-phthalazin-1-one